(R)-N-((S)-1-amino-1-oxo-3-((S)-2-oxopyrrolidin-3-yl)propan-2-yl)-1-(2-chlorobenzoyl)-3,3-dimethyl-1,3-azasilolidine-5-carboxamide NC([C@H](C[C@H]1C(NCC1)=O)NC(=O)[C@@H]1C[Si](CN1C(C1=C(C=CC=C1)Cl)=O)(C)C)=O